ClC1=C(CS(=O)(=O)N2CCC(CC2)NS(NC2=CC(=C(C(=C2)O)N2S(NC(C2)=O)(=O)=O)F)(=O)=O)C=CC=C1 N-{1-[(2-chlorobenzyl)sulfonyl]piperidin-4-yl}-N'-[4-(1,1-dioxido-4-oxo-1,2,5-thiadiazolidin-2-yl)-3-fluoro-5-hydroxyphenyl]sulfuric diamide